C(C)(=O)OCC(=O)N1CC=2C=NC=3C(=C(C(=CC3C2[C@@H]1C)OC)Cl)Cl (S)-2-(6,7-dichloro-8-methoxy-1-methyl-1,3-dihydro-2H-pyrrolo[3,4-c]quinolin-2-yl)-2-oxoethyl acetate